(R)-4-(2-(4-(2-acetyl-5-chlorophenyl)-5-methoxy-2-oxopyridin-1(2H)-yl)-4-(tert-butoxy)butanoylamino)benzoic acid C(C)(=O)C1=C(C=C(C=C1)Cl)C1=CC(N(C=C1OC)[C@@H](C(=O)NC1=CC=C(C(=O)O)C=C1)CCOC(C)(C)C)=O